NC1=C(C(=NN1C(C)C)C1=C(C=C(C=C1)CC(=O)NC1=NOC(=C1)C1(CCCC1)C)COC(C)(C)C)C(=O)N 5-amino-3-[2-(tert-butoxymethyl)-4-[2-[[5-(1-methylcyclopentyl)isoxazol-3-yl]amino]-2-oxo-ethyl]phenyl]-1-isopropyl-pyrazole-4-carboxamide